dioctylstannane C(CCCCCCC)[SnH2]CCCCCCCC